peroxyanisic acid C(C1=CC=C(C=C1)OC)(=O)OO